ClC=1C(CCC2=C3[C@@H](C[C@@]4([C@](CC[C@H]4[C@@H]3CCC12)(O)C(C#C)(F)F)C)C1=CC=C(C=C1)O)=O (8S,11S,13S,14S,17S)-4-chloro-17-(1,1-difluoroprop-2-yn-1-yl)-17-hydroxy-11-(4-hydroxyphenyl)-13-methyl-1,2,6,7,8,11,12,13,14,15,16,17-dodecahydro-3H-cyclopenta[a]phenanthren-3-one